2-(2'-Ethyl-7'-oxo-5'H-spiro[cyclopropane-1,4'-thieno[2,3-c]pyridin]-6'(7'H)-yl)-N-(2-(trifluoromethyl)imidazo[1,2-a]pyridin-7-yl)acetamide C(C)C1=CC2=C(C(N(CC23CC3)CC(=O)NC3=CC=2N(C=C3)C=C(N2)C(F)(F)F)=O)S1